BrC=1C=C2N=CC=NC2=CC1 6-bromoquinoxalin